(2S)-4-[3-fluoro-5-isobutyl-2-(2H-tetrazol-5-yl)phenyl]-1-[(4-methoxy-2-pyridyl)methyl]-2-methyl-piperazine FC=1C(=C(C=C(C1)CC(C)C)N1C[C@@H](N(CC1)CC1=NC=CC(=C1)OC)C)C=1N=NNN1